aluminum copper-iron [Fe].[Cu].[Al]